(1R,2R,3aS,10aR)-5-fluoro-2-hydroxy-1-{(1E,3ξ)-3-hydroxy-3-[1-(2-methylphenyl)cyclopropyl]-1-propen-1-yl}-2,3,3a,9,10,10a-hexahydro-1H-benzo[b]cyclopenta[f]oxepin-6-carboxylic acid FC1=C(C=CC2=C1O[C@@H]1[C@H](CC2)[C@H]([C@@H](C1)O)\C=C\C(C1(CC1)C1=C(C=CC=C1)C)O)C(=O)O